NC1=NC=CC(=N1)C=1C=C(OC2=C(C=C(C=C2)NC(=O)C=2C(N(C=C(C2)Br)C2=CC=C(C=C2)F)=O)F)C=CC1O N-(4-(3-(2-aminopyrimidin-4-yl)-4-hydroxyphenoxy)-3-fluorophenyl)-5-bromo-1-(4-Fluorophenyl)-2-oxo-1,2-dihydropyridine-3-carboxamide